2-(3-Amino-4-methoxypyrazolo[1,5-a]pyridin-5-yl)-1,1,1,3,3,3-hexafluoropropan-2-ol NC=1C=NN2C1C(=C(C=C2)C(C(F)(F)F)(C(F)(F)F)O)OC